C(C1=CC=CC=C1)OC(=O)NC1CC(C=2C1=CC(=C1C=C(N=CC21)Cl)S(NCC(C)C)(=O)=O)NC(OC(C)(C)C)=O tert-butyl N-[7-(benzyloxycarbonylamino)-3-chloro-5-(isobutylsulfamoyl)-8,9-dihydro-7H-cyclopenta[h]isoquinolin-9-yl]carbamate